N-(3-(2-(1,1-difluoroethyl)-6-methylpyrimidin-4-yl)-1-(1-methyl-1H-pyrazol-3-yl)-1H-pyrrolo[2,3-c]pyridin-5-yl)acetamide FC(C)(F)C1=NC(=CC(=N1)C1=CN(C2=CN=C(C=C21)NC(C)=O)C2=NN(C=C2)C)C